[Eu+3].N1=CC=CC2=CC=C3C=CC=NC3=C12 phenanthroline europium(III)